N-[(3R,4S)-1-(4,4-difluorocyclohexanecarbonyl)-4-fluoropyrrolidin-3-yl]-2-(deutero)methoxypyridine-3-carboxamide FC1(CCC(CC1)C(=O)N1C[C@H]([C@H](C1)F)NC(=O)C=1C(=NC=CC1)OC[2H])F